O=C(CNC(C1=CC(=CC=C1)C(F)(F)F)=O)N1C2C(CC1)N(CC2)C2CCC(CC2)C2=NC=C(C=C2)F N-(2-oxo-2-{4-[(1r,4r)-4-(5-fluoropyridin-2-yl)cyclohexyl]-octahydropyrrolo[3,2-b]pyrrol-1-yl}ethyl)-3-(trifluoromethyl)benzamide